O=C1N(N=C(C=C1C(=O)NC(C(F)(F)F)C(C)(C)O)C1=CC=C(C=C1)OC(F)(F)F)C=1C=NC=CC1 3-oxo-2-(pyridin-3-yl)-N-[1,1,1-trifluoro-3-hydroxy-3-methylbut-2-yl]-6-[4-(trifluoromethoxy)phenyl]-2,3-dihydropyridazine-4-carboxamide